FC1=C(N)C=C(C=C1)S(F)(F)(F)(F)F 2-fluoro-5-(pentafluoro-λ6-sulfaneyl)aniline